ClC1=CC=C(C=C1)CCC(C[Se]C#N)[Se]C#N 1-chloro-4-(3,4-diselenocyanobutyl)benzene